5-bromo-2,3-dihydro-phthalazine-1,4-dione BrC1=C2C(NNC(C2=CC=C1)=O)=O